(S)-3-fluoro-5-(1-(3-((5-fluoro-2-(1-methyl-1H-pyrazol-5-yl)pyrimidin-4-yl)oxy)azetidine-1-carbonyl)-4,5-dihydro-1H-pyrazol-5-yl)benzonitrile FC=1C=C(C#N)C=C(C1)[C@@H]1CC=NN1C(=O)N1CC(C1)OC1=NC(=NC=C1F)C1=CC=NN1C